S-(6-((3-(triethoxysilyl) propyl) thio) hexyl) thiocaprylate C(CCCCCCC)(=O)SCCCCCCSCCC[Si](OCC)(OCC)OCC